ClC1=C(C=CC=C1OC)N1N=CC2=C1COCC2=NS(=O)C(C)(C)C N-(1-(2-chloro-3-methoxyphenyl)-1,7-dihydropyrano[3,4-c]pyrazol-4(5H)-ylidene)-2-methylpropane-2-sulfinamide